ClC=1C=C(C=CC1OCC1=NC=CC=C1)NC1=CC(=NC2=CC(=C(C=C12)N)OCC)C N4-(3-chloro-4-(pyridin-2-ylmethoxy)phenyl)-7-ethoxy-2-methylquinoline-4,6-diamine